5-([1,2,4]Triazolo[1,5-a]pyridin-6-yl)-N-(3,4-difluorophenyl)-1-(6-methylpyridin-2-yl)-1H-pyrazol-3-carboxyamid N=1C=NN2C1C=CC(=C2)C2=CC(=NN2C2=NC(=CC=C2)C)CC(=O)NC2=CC(=C(C=C2)F)F